C1(=CC=CC=C1)N1N=C(C(=C1)C(=O)C1=CC=C(C=C1)Br)C(=O)C1=CC=C(C=C1)Br (1-phenyl-1H-pyrazole-3,4-diyl)bis((4-bromophenyl)methanone)